3-((2-amino-ethyl)(ethyl)amino)propan-1-ol NCCN(CCCO)CC